C(C)S(=O)(=O)N1CC=2NC(=NC2C1)C1=NC=CC(=C1)C=1C(=NN(C1)C)C1=NC(=CC=C1)C 5-(Ethylsulfonyl)-2-[4-(1-methyl-3-(6-methylpyridin-2-yl)-1H-pyrazol-4-yl)pyridin-2-yl]-1,4,5,6-tetrahydropyrrolo[3,4-d]imidazole